CN1C(=NC2=C1C=C(C=C2C)C2=CC(=C(CN1CCC(CC1)N(C)C)C(=C2)F)F)C2=CC=C(C=C2)S(=O)(=O)C 1-(4-(1,4-dimethyl-2-(4-(methylsulfonyl)phenyl)-1H-benzo[d]imidazol-6-yl)-2,6-difluorobenzyl)-N,N-dimethylpiperidin-4-amine